1-(4-(((R)-1-(3-((R)-1,1-difluoro-2-hydroxypropyl)phenyl)ethyl)amino)-7-methoxy-2-methylpyrido[2,3-d]pyrimidin-6-yl)cyclopropane-1-carbonitrile FC([C@@H](C)O)(F)C=1C=C(C=CC1)[C@@H](C)NC=1C2=C(N=C(N1)C)N=C(C(=C2)C2(CC2)C#N)OC